4-(chloromethyl)pyrenemethacrylamide ClCC=1C2=CC=C(C3=CC=C4C=CC=C(C1)C4=C32)CC(C(=O)N)=C